5-[[4-[[(1S)-2-hydroxy-1-phenylethyl]amino]-5-[5-[(4-methylpiperazin-1-yl)-methyl]-1,3,4-oxadiazol-2-yl]pyrimidin-2-yl]amino]-3,3-dimethylisoindol-1-one OC[C@H](C1=CC=CC=C1)NC1=NC(=NC=C1C=1OC(=NN1)CN1CCN(CC1)C)NC=1C=C2C(NC(C2=CC1)=O)(C)C